(1-(5-chloro-4-(((R)-1-(2,4-dichlorophenyl) ethyl) amino) pyrimidin-2-yl) (methyl) carbamoyl) pyrrolidine-1-carboxylate N1(CCCC1)C(=O)OC(NCC1=NC=C(C(=N1)N[C@H](C)C1=C(C=C(C=C1)Cl)Cl)Cl)=O